O=C1NC(CCC1N1C(C2=CC=C(C=C2C1=O)NC(COCCC(N1CCC(CC1)N1N=CC(=C1)C1=NC2=CC=CC=C2N=C1)=O)=O)=O)=O N-(2-(2,6-dioxopiperidin-3-yl)-1,3-dioxoisoindolin-5-yl)-2-(3-oxo-3-(4-(4-(quinoxalin-2-yl)-1H-pyrazol-1-yl)piperidin-1-yl)propoxy)acetamide